11-(4-(6-oxo-1,6-dihydropyridazin-3-yl)-2-(trifluoromethyl)phenyl)undec-10-ynal O=C1C=CC(=NN1)C1=CC(=C(C=C1)C#CCCCCCCCCC=O)C(F)(F)F